FC(C1=C2[C@@H](C(C(C2=CC=C1OC=1C=C(C#N)C=C(C1)F)(F)F)(F)F)O)F (S)-3-((4-(difluoromethyl)-1,1,2,2-tetrafluoro-3-hydroxy-2,3-dihydro-1H-inden-5-yl)oxy)-5-fluorobenzonitrile